S(C#N)C1=CNC2=CC=C(C=C12)C(=O)O 3-thiocyanato-1H-indole-5-carboxylic acid